CC1=CC(=NC(=N1)SCC=1OC(=CN1)C1=CC(=CC=C1)C(F)(F)F)N 6-Methyl-2-[({5-[3-(trifluoromethyl)phenyl]-1,3-oxazol-2-yl}methyl)sulfanyl]pyrimidin-4-amin